FC(C1(CCCC1)NC(=O)C=1N=C(SC1)C1=CN=CN1)F N-(1-(difluoromethyl)cyclopentyl)-2-(1H-imidazol-5-yl)thiazole-4-carboxamide